2-(3-pentoxycarbonyl)propionyloxy-1,3-propanediol CCC(CC)OC(=O)C(C(=O)OC(CCO)O)C